(2S)-2-amino-4-(3,4-dichloro-5-methoxy-phenyl)butanoic acid N[C@H](C(=O)O)CCC1=CC(=C(C(=C1)OC)Cl)Cl